FC(CN(CCC(C(=O)O)NC1=NC=NC=C1C1=CC=CC=C1)CCCCC1=NC=2NCCCC2C=C1)F 4-((2,2-difluoroethyl)(4-(5,6,7,8-tetrahydro-1,8-naphthyridin-2-yl)butyl)amino)-2-((5-phenylpyrimidin-4-yl)amino)butanoic acid